ClC1=CC(=CC=2C=CSC21)CC[C@@H](C(=O)O)NC(=O)OCC2C1=CC=CC=C1C=1C=CC=CC21 (2S)-4-(7-chlorobenzothiophen-5-yl)-2-(9H-fluoren-9-ylmethoxycarbonyl-amino)-butyric acid